N-(3-fluoro-2-[[(2S)-2-methylpyrrolidin-1-yl]methyl]-1-[[2-(trimethylsilyl)ethoxy]methyl]pyrrolo[3,2-c]pyridin-6-yl)-3-methyl-1-(oxan-2-yl)indazole-5-carboxamide FC1=C(N(C2=C1C=NC(=C2)NC(=O)C=2C=C1C(=NN(C1=CC2)C2OCCCC2)C)COCC[Si](C)(C)C)CN2[C@H](CCC2)C